(trans-2-(((tert-butyldimethylsilyl)oxy)methyl)cyclopropyl)boronic acid [Si](C)(C)(C(C)(C)C)OC[C@H]1[C@@H](C1)B(O)O